2-[6-(1H-imidazol-1-yl)-5-methyl-2,4-dioxo-1-(2-phenylethyl)-1H,2H,3H,4H-thieno[2,3-d]pyrimidin-3-yl]-2-methylpropionic acid N1(C=NC=C1)C1=C(C2=C(N(C(N(C2=O)C(C(=O)O)(C)C)=O)CCC2=CC=CC=C2)S1)C